N-[(1H-benzimidazol-2-yl)methyl]-8-bromo-2-[(1S,4S)-2-oxa-5-azabicyclo[2.2.1]heptan-5-yl]pyrazolo[1,5-a][1,3,5]triazin-4-amine N1C(=NC2=C1C=CC=C2)CNC2=NC(=NC=1N2N=CC1Br)N1[C@@H]2CO[C@H](C1)C2